(1S,4r)-4-((2-(((S)-2-fluorobutyl)amino)-5-(5-((2-fluoroethyl)(methyl)amino)pyridin-2-yl)pyrimidin-4-yl)amino)cyclohexan-1-ol 2,2,2-trifluoroacetate FC(C(=O)O)(F)F.F[C@H](CNC1=NC=C(C(=N1)NC1CCC(CC1)O)C1=NC=C(C=C1)N(C)CCF)CC